BrC1=C(C(=O)ONC(C2=C(C=C(C=C2)C=2N(C=C(N2)C(F)(F)F)C)C)=N)C=CC(=C1)F N-((2-bromo-4-fluorobenzoyl)oxy)-2-methyl-4-(1-methyl-4-(trifluoromethyl)-1H-imidazol-2-yl)benzimidamide